7-O-[beta-D-arabinopyranosyl-(1→6)-beta-D-glucosyl]luteolin [C@@H]1([C@@H](O)[C@H](O)[C@H](O)CO1)OC[C@@H]1[C@H]([C@@H]([C@H]([C@@H](O1)OC=1C=C(C=2C(C=C(OC2C1)C1=CC(O)=C(O)C=C1)=O)O)O)O)O